2-bromo-4-but-2-ynoxy-1-fluoro-5-methyl-3-nitro-benzene BrC1=C(C=C(C(=C1[N+](=O)[O-])OCC#CC)C)F